ClC1=CC(=NN1C1=CC=C(CNC(OC(C)(C)C)=O)C=C1)C tert-butyl (4-(5-chloro-3-methyl-1H-pyrazol-1-yl)benzyl)carbamate